BrC1=CC=C2C(=NNC2=C1F)C#N 6-bromo-7-fluoro-1H-indazole-3-carbonitrile